tri-methyl-ethyl-benzene CC1=C(C(=C(C=C1)CC)C)C